CC(C[C@@H]1C(OCCC1)=O)(C)[N+](=O)[O-] |r| Racemic-3-(2-Methyl-2-nitropropyl)tetrahydro-2H-pyran-2-one